DiEthylOxalylGlycine C(C)C(NC(C(=O)O)=O)(C(=O)O)CC